NC1=NC(=NC(=C1C(=O)N[C@H](\C=C\S(=O)(=O)C)C)OC1=CC=CC=C1)C1CCCC1 4-amino-2-cyclopentyl-N-[(E,1S)-1-methyl-3-methylsulfonyl-allyl]-6-phenoxy-pyrimidine-5-carboxamide